methyl-(2E)-but-2-ene-1,4-dioic acid ethoxycarbonyloxyethyl ester C(C)OC(=O)OCCOC(\C(=C\C(=O)O)\C)=O